ClC1=C(C=C(C=C1)NC)F (4-chloro-3-fluorophenyl)-methylamine